tert-butyl(2-(((2-(dimethylamino)ethyl)amino)methyl)-6-fluoroquinolin-8-yl)carbamate C(C)(C)(C)OC(NC=1C=C(C=C2C=CC(=NC12)CNCCN(C)C)F)=O